C(C)(C)(C)OC(=O)N1CCC(CC1)C=1C=CC=2N(C1)C(=C(N2)CC)N(C)C=O 4-[2-Ethyl-3-(formyl-methyl-amino)-imidazo[1,2-a]pyridin-6-yl]-piperidine-1-carboxylic acid tert-butyl ester